C(=O)O.O1CCN(CC2=C1C=CC=C2)CC=2C=C(C=CC2C)C(C(C(=O)O)(C)C)C2=C(C1=C(N(N=N1)C)C=C2)C 3-(3-((2,3-Dihydrobenzo[f][1,4]oxazepin-4(5H)-yl)methyl)-4-methylphenyl)-3-(1,4-dimethyl-1H-benzo[d][1,2,3]triazol-5-yl)-2,2-dimethylpropanoic acid, formic acid salt